C(C)(C)(C)C1=CC(=NO1)NC(=O)NC1=CC=C(C=C1)N1C=NC2=C1C=CC(=C2)OCC 1-(5-tert-butyl-isoxazol-3-yl)-3-[4-(5-ethoxy-benzoimidazol-1-yl)-phenyl]-urea